2-aminoethyl cyanoacrylate C(#N)C(C(=O)OCCN)=C